FC=1C=C2C=NN(C2=C(C1O)F)C1=CC=C(C=C1)N1CCC(CC1)(C)OC 5,7-Difluoro-1-(4-(4-methoxy-4-methylpiperidin-1-yl)phenyl)-1H-indazol-6-ol